2-(3-(6-(4-methyl-4H-1,2,4-triazol-3-yl)-2-(oxetan-3-yl)-2-azaspiro[3.3]heptan-6-yl)phenyl)-6-(((1-methylcyclobutyl)amino)methyl)-4-(trifluoromethyl)isoindolin-1-one CN1C(=NN=C1)C1(CC2(CN(C2)C2COC2)C1)C=1C=C(C=CC1)N1C(C2=CC(=CC(=C2C1)C(F)(F)F)CNC1(CCC1)C)=O